N-{7-chloro-4-[2-(trimethylsilyl)ethynyl]-2,6-naphthyridin-3-yl}acetamide ClC1=NC=C2C(=C(N=CC2=C1)NC(C)=O)C#C[Si](C)(C)C